ClC=1C=C(C=CC1)[C@@H](CO)NC(=O)C1=CN(C=C1)C1=NC(=NC=C1C)N[C@H]1COCC1 N-((S)-1-(3-chlorophenyl)-2-hydroxy-ethyl)-1-(5-methyl-2-(((R)-tetra-hydrofuran-3-yl)amino)pyrimidin-4-yl)-1H-pyrrole-3-carboxamide